6-chloro-N-[(3-methyl-1H-indol-4-yl)methyl]pyrido[2,3-b]pyrazin-3-amine ClC=1C=CC=2C(=NC(=CN2)NCC2=C3C(=CNC3=CC=C2)C)N1